(S)-N-(2,5-diaminopentyl)-6-(4-fluoro-3-chlorophenyl)-1H-indole-2-carboxamide hydrogen chloride salt Cl.N[C@H](CNC(=O)C=1NC2=CC(=CC=C2C1)C1=CC(=C(C=C1)F)Cl)CCCN